(R)-N-(4-cyano-7-(4-isopropylphenyl)-2,3-dihydrobenzofuran-5-yl)-2-methyloxirane-2-carboxamide C(#N)C1=C(C=C(C2=C1CCO2)C2=CC=C(C=C2)C(C)C)NC(=O)[C@@]2(OC2)C